Cystein hydrochloride Cl.N[C@@H](CS)C(=O)O